OC=1C(=C(C2=CC=CC=C2C1)C1=CC=CC2=CC=CC=C12)O dihydroxy-1,1'-binaphthyl